β-methacrylaminoethylmethacrylate C(=O)(C(=C)C)NCCOC(C(=C)C)=O